FC=1C=C(C=CC1F)[C@H]1[C@@H](CN(C1)CCOC)NC(=O)NC1=C(C(=NN1C1=CC=CC=C1)C1=NN(C(=C1)C)C)C 1-((3S,4R)-4-(3,4-difluorophenyl)-1-(2-methoxyethyl)pyrrolidin-3-yl)-3-(1',4,5'-trimethyl-1-phenyl-1H,1'H-[3,3'-bipyrazole]-5-yl)urea